6-(3,5-Difluorophenyl)-1-[2-(propylamino)ethyl]-3H-imidazo[4,5-b]pyridin FC=1C=C(C=C(C1)F)C=1C=C2C(=NC1)NCN2CCNCCC